cyclopropyl(3-methyl-4-(((6-(piperidin-4-yl)pyridin-2-yl)oxy)methyl)phenyl)methanone C1(CC1)C(=O)C1=CC(=C(C=C1)COC1=NC(=CC=C1)C1CCNCC1)C